CC1=NC=C(C=N1)NC(O[C@H](C)[C@H](C)OC1=C(C=C2C(=N1)SC(=N2)C=2C=C(C=C1C=C(C=NC21)OC)C)F)=O (2R,3S)-3-((6-fluoro-2-(3-methoxy-6-methylquinolin-8-yl)thiazolo[5,4-b]pyridin-5-yl)oxy)butan-2-yl (2-methylpyrimidin-5-yl)carbamate